O=C1NC(CCC1N1CC2=CC=C(C(=C2C1=O)F)C(=O)N)=O 2-(2,6-dioxopiperidin-3-yl)-4-fluoro-3-oxoisoindoline-5-carboxamide